tert-butyl (R)-2,2-dimethyl-4-(methylamino)piperidine-1-carboxylate CC1(N(CC[C@H](C1)NC)C(=O)OC(C)(C)C)C